5-(2-Cyclobutoxyethoxy)-1,3,4-thiadiazol-2-amine C1(CCC1)OCCOC1=NN=C(S1)N